4-(2-(1,1-dioxido-6-phenyl-1,2,6-thiadiazinan-2-yl)acetamido)adamantane-1-carboxamide O=S1(N(CCCN1C1=CC=CC=C1)CC(=O)NC1C2CC3(CC(CC1C3)C2)C(=O)N)=O